[1,8-octanedithiol] [2-(tert-butylamino) ethyl methacrylate] C(C)(C)(C)NCCC=C(C(=O)O)C.C(CCCCCCCS)S